C(C1=CC=CC=C1)C(CO)CO 2-benzyl-1,3-propanediol